C(CCCCCCCCCCCCCCCCC)OC(C[N+](C)(C)C)P(OC[C@@H](CO)OC)(=O)[O-] l-O-octadecyl-2-O-methyl-sn-glycero-3-phosphocholine